1,1,2-trifluoro-2-(trifluoromethyl)ethyl-N,N-dimethylamine FC(C(C(F)(F)F)F)(F)N(C)C